N-(3-Cyano-5-((3,3-difluorocyclobutyl)methyl)-4,5,6,7-tetrahydrothieno[3,2-c]pyridin-2-yl)-2-(3-methoxy-4-sulfamoylphenyl)acetamid C(#N)C1=C(SC2=C1CN(CC2)CC2CC(C2)(F)F)NC(CC2=CC(=C(C=C2)S(N)(=O)=O)OC)=O